P(=O)([O-])([O-])[O-].C(CCCCCCCCCCCCCCCCC)OCC[N+](C)(C)C.C(CCCCCCCCCCCCCCCCC)OCC[N+](C)(C)C.C(CCCCCCCCCCCCCCCCC)OCC[N+](C)(C)C octadecyl-choline phosphate